ClC1=C(C=C(CC2(C(C=NC3=CC=CC=C23)N)N)C=C1)CN1CCCC1 4-(4-chloro-3-(pyrrolidin-1-ylmethyl)benzyl)quinoline-3,4-diamine